1-(oxan-2-yl)-4-(4,4,5,5-tetramethyl-1,3,2-dioxaborolan-2-yl)pyrazole O1C(CCCC1)N1N=CC(=C1)B1OC(C(O1)(C)C)(C)C